C(C)(C)(C)OC(N(CCNC1=C(C=CC=C1)[N+](=O)[O-])CCO)=O (2-hydroxyethyl)(2-((2-nitrophenyl)amino)ethyl)carbamic acid tert-butyl ester